COC=1C=C(C(=O)O)C=C(C1O)OC 3,5-di-methoxy-4-hydroxybenzoic acid